OC1(CCC(CC1)C(=O)O)C1=NC(=CC(=C1)C)NC1=NNC(=C1)C (1S,4S)-4-hydroxy-4-(4-methyl-6-((5-methyl-1H-pyrazol-3-yl)amino)pyridin-2-yl)cyclohexanecarboxylic acid